[Cl-].C(C=C)(=O)NC[N+](C)(C)CC(CC)C acrylamido(2-methylbutyl)trimethylammonium chloride